COC1=CC=C(C=C1)/C=C/C(=O)OC1=CC=C(C=C1)CCC(C)=O 4-(3-oxobutyl)phenyl (E)-3-(4-methoxyphenyl)acrylate